ClC=1C=CC=C2C(C3=C(CNCC3)OC12)=O 9-chloro-5-oxo-3,4-dihydro-1H-chromeno[2,3-c]pyridin